C1(CC1)N1C=C(C2=CC=CC=C12)C1=NC(=NC=C1C=1OC=CN1)NC=1C(=CC(=C(C1)NC(C=C)=O)N1CC2N(CC1)CCN(C2)C)OC N-(5-((4-(1-Cyclopropyl-1H-indol-3-yl)-5-(oxazol-2-yl)pyrimidin-2-yl)amino)-4-methoxy-2-(8-methyloctahydro-2H-pyrazino[1,2-a]pyrazin-2-yl)phenyl)acrylamide